4-cyano-4'-pentylterphenyl CCCCCC1=CC=C(C=C1)C2=CC=C(C=C2)C3=CC=C(C=C3)C#N